C(C)(C)(C)OC(C1=C(C=C(C(=C1)F)F)I)=O 4,5-difluoro-2-iodobenzoic acid tert-butyl ester